[Sn].[Zn] Zinc-Tin